1-heptadecyloctadecylamine C(CCCCCCCCCCCCCCCC)C(CCCCCCCCCCCCCCCCC)N